9-(4'-(2-(2,6-diphenylpyrimidin-4-yl)phenyl)-2,2'',6,6''-tetraphenyl-[4,2':6',4''-terpyridin]-3'-yl)-3-phenyl-9H-carbazole C1(=CC=CC=C1)C1=NC(=CC(=N1)C1=C(C=CC=C1)C1=C(C(=NC(=C1)C1=CC(=NC(=C1)C1=CC=CC=C1)C1=CC=CC=C1)C1=CC(=NC(=C1)C1=CC=CC=C1)C1=CC=CC=C1)N1C2=CC=CC=C2C=2C=C(C=CC12)C1=CC=CC=C1)C1=CC=CC=C1